5-bromo-7-(difluoromethoxy)-4-fluoropyrazolo[1,5-a]pyridine BrC1=C(C=2N(C(=C1)OC(F)F)N=CC2)F